COC=1C(=NC=C(C(=O)O)C1)N1CC(CC1)C1=CC=C(C=C1)C(F)(F)F 5-methoxy-6-(3-(4-(trifluoromethyl)phenyl)pyrrolidin-1-yl)nicotinic acid